FC(OC1=CC=C(C=C1)S(=O)(=O)N1[C@H]2CC3(C[C@@H]1CC2)CN(C3)C3CCOCC3)F (1'R,5'S)-8'-((4-(Difluoromethoxy)phenyl)sulfonyl)-1-(tetrahydro-2H-pyran-4-yl)-8'-azaspiro[azetidine-3,3'-bicyclo[3.2.1]octane]